rac-(1S*,2S*)-N-(6-((2S,4S)-2-(6-(3-azabicyclo[3.1.0]hexan-3-yl)pyridin-3-yl)-4-hydroxypyrrolidin-1-yl)pyrimidin-4-yl)-2-(4-methylpyrimidin-2-yl)cyclopropane-1-carboxamide C12CN(CC2C1)C1=CC=C(C=N1)[C@H]1N(C[C@H](C1)O)C1=CC(=NC=N1)NC(=O)[C@@H]1[C@H](C1)C1=NC=CC(=N1)C |&1:27,28|